Br.BrC(C(=O)C1=C(C=CC=C1)F)C1=C(C=NC=C1)F 2-bromo-1-(2-fluorophenyl)-2-(3-fluoropyridin-4-yl)ethan-1-one hydrobromide salt